1-{2-amino-3-[(2-imino-2,3-dihydro-1,3-oxazol-3-yl)methyl]phenyl}-3-[1-(3-chlorophenyl)cyclopropyl]thiourea NC1=C(C=CC=C1CN1C(OC=C1)=N)NC(=S)NC1(CC1)C1=CC(=CC=C1)Cl